N(=[N+]=[N-])CC(=O)N[C@@H]1C(OC(=O)C2CCN(CC2)C)O[C@@H]([C@H]([C@@H]1OC(C)=O)OC(C)=O)COP(=O)(OC1=CC=CC=C1)N[C@@H](C)C(=O)OC(C)C 1-Methylpiperidin-4-ylcarbonyl 2-(2-azidoacetylamino)-2-deoxy-3,4-di-O-acetyl-6-O-(((S)-1-isopropoxycarbonylethylamino) (phenoxy) phosphoryl)-D-mannopyranoside